(trans)-1-methyl-1,2-cyclopentanediol C[C@@]1([C@@H](CCC1)O)O